N-caproyl-morpholine C(CCCCC)(=O)N1CCOCC1